N-ethyl-4-methyl-pyridine-3-carboxamide C(C)NC(=O)C=1C=NC=CC1C